bis(4-hydroxyphenyl)acetic acid-n-butyl ester C(CCC)OC(C(C1=CC=C(C=C1)O)C1=CC=C(C=C1)O)=O